1,3,5-tri(3-methoxy-4-formylphenyl)benzene COC=1C=C(C=CC1C=O)C1=CC(=CC(=C1)C1=CC(=C(C=C1)C=O)OC)C1=CC(=C(C=C1)C=O)OC